3-bromo-2-iodo-3',5,5'-trimethyl-[1,1'-biphenyl] BrC=1C(=C(C=C(C1)C)C1=CC(=CC(=C1)C)C)I